O=C(CCCCCCCC(=O)OCCC(CCCCC)CCCCC)CCCCCCCC(=O)OC1C2(CCC(C1)C2(C)C)C 1-(3-pentyloctyl) 17-(1,7,7-trimethylbicyclo[2.2.1]heptan-2-yl) 9-oxoheptadecanedioate